1-(1-hydroxypropan-2-yl)-1H-pyrrole OCC(C)N1C=CC=C1